FC1=C(C#N)C=CC(=C1)C1=CN(C=2N=CN=C(C21)OC=2C=NN(C2)C)C2CCNCC2 2-fluoro-4-(4-((1-methyl-1H-pyrazol-4-yl)oxy)-7-(piperidin-4-yl)-7H-pyrrolo[2,3-d]pyrimidin-5-yl)benzonitrile